2-formyl-3-hydroxypyridin-4-one C(=O)C1=NC=CC(C1O)=O